Acetic acid (8-chloro-6-fluoro-3,3-dimethyl-3,4-dihydro-1H-quinoxalin-2-ylidene)-hydrazide ClC=1C=C(C=C2NC(C(NC12)=NNC(C)=O)(C)C)F